COC(=O)[C@H]1N(C[C@@H](C1)O)C(=O)OC(C)(C)C (2S,4R)-4-hydroxypyrrolidine-1,2-dicarboxylic acid 1-(tert-butyl) ester 2-methyl ester